CN1C(C2=C(C(=C1)C1=C(C=CC=C1)OC1=CC(=CC=C1)N1CC(C1)N1CCNCC1)C=CN2)=O 6-methyl-4-[2-[3-(3-piperazin-1-ylazetidin-1-yl)phenoxy]phenyl]-1H-pyrrolo[2,3-c]pyridin-7-one